1-(2-((2S,4R)-4-fluoro-2-((6-methylpyridin-2-yl)carbamoyl)pyrrolidin-1-yl)-2-oxoethyl)-5-(2-methylpyrimidin-5-yl)-1H-pyrazolo[3,4-d]thiazole-3-carboxamide F[C@@H]1C[C@H](N(C1)C(CN1N=C(C2=C1N=C(S2)C=2C=NC(=NC2)C)C(=O)N)=O)C(NC2=NC(=CC=C2)C)=O